tert-butyl N-[1-[4-[(5-chloro-6-phenoxy-3-pyridyl)amino]pyrido[3,2-d]pyrimidin-6-yl]azetidin-3-yl]carbamate ClC=1C=C(C=NC1OC1=CC=CC=C1)NC=1C2=C(N=CN1)C=CC(=N2)N2CC(C2)NC(OC(C)(C)C)=O